N1N=CC(=C1)C1=CC=C(C=C1)NC1=NC(=NC=C1)C1=CC=C2C=C(NC2=C1)C(=O)NC1=C(C=NC=C1)Cl 6-(4-((4-(1H-pyrazol-4-yl)phenyl)amino)pyrimidin-2-yl)-N-(3-chloro-pyridin-4-yl)-1H-indole-2-carboxamide